C(#N)C1(CC12CC2)C=2C=C1C=C(N=CC1=CC2)N2CC(C2)C(=O)N (6-(1-cyanospiro[2.2]pentan-1-yl)isoquinolin-3-yl)azetidine-3-carboxamide